2,6-di-tert-butyl-4-(4-fluorobenzylidene)cyclohexeneN C(C)(C)(C)C1=CC(=CC(C1)=CC1=CC=C(C=C1)F)C(C)(C)C